CC(C)CC(CC(CC)C)C 2,4,6-Trimethyl-octane